O=C1N(CCC1)[C@@H]1CN(CC1)C(=O)OC(C)(C)C tert-butyl (3S)-3-(2-oxopyrrolidin-1-yl)pyrrolidine-1-carboxylate